9-Allyl-Anthracene C(C=C)C=1C2=CC=CC=C2C=C2C=CC=CC12